(R)-(4-Ethyl-1-methyl-1H-pyrazol-3-yl)(1-methylcyclopropyl)-methanamine C(C)C=1C(=NN(C1)C)[C@H](N)C1(CC1)C